3-{[4-chloro-5-(methoxycarbonyl)-2-methylphenyl]amino}propanoic acid ClC1=CC(=C(C=C1C(=O)OC)NCCC(=O)O)C